N-(bis(4-(tributylsilyl)phenyl)phosphaneyl)-N-phenyl-1-(4-(tributylsilyl)phenyl)-1-(2-((trifluoromethyl)thio)phenyl)phosphanamine C(CCC)[Si](C1=CC=C(C=C1)P(N(P(C1=C(C=CC=C1)SC(F)(F)F)C1=CC=C(C=C1)[Si](CCCC)(CCCC)CCCC)C1=CC=CC=C1)C1=CC=C(C=C1)[Si](CCCC)(CCCC)CCCC)(CCCC)CCCC